ClC=1C=C(C=CC1F)N(C(=O)[C@@H]1N(C([C@@H](C1)CN(C)C)=O)C1=NC(=CC(=C1)C(F)(F)F)C)C (2R,4S)-N-(3-chloro-4-fluorophenyl)-4-((dimethylamino)methyl)-N-methyl-1-(6-methyl-4-(trifluoromethyl)pyridin-2-yl)-5-oxopyrrolidine-2-carboxamide